ethyl carbamate (Ethyl carbamate) C(C)NC(O)=O.C(N)(OCC)=O